BrC1=CC2=C(C(OC3=CC(=CC=C23)O[Si](C)(C)C(C)(C)C)=O)C=C1 9-bromo-3-((tert-butyldimethylsilyl)oxy)-6H-benzo[c]chromen-6-one